2-(7'-bromo-[4,4'-bibenzo[c][1,2,5]thiadiazol]-7-yl)ACETIC ACID BrC1=CC=C(C=2C1=NSN2)C2=CC=C(C1=NSN=C12)CC(=O)O